ClC1=CNC2=C(C=CC(=C12)C(F)(F)F)NS(=O)(=O)C=1C=NN(C1)C N-[3-chloro-4-(trifluoromethyl)-1H-indol-7-yl]-1-methyl-pyrazole-4-sulfonamide